tert-butyl 3-(2-chloro-6,8-difluoro-5-methoxyquinazolin-4-yl)-3,8-diazabicyclo[3.2.1]octane-8-carboxylate ClC1=NC2=C(C=C(C(=C2C(=N1)N1CC2CCC(C1)N2C(=O)OC(C)(C)C)OC)F)F